N[C@@H](CC(=O)[O-])C(=O)OCC(=O)O carboxyl-methyl aspartate